4-bromo-1-(propan-2-yl)benzo[d][1,2,3]triazol-5-amine BrC1=C(C=CC=2N(N=NC21)C(C)C)N